7-fluoro-N-(1H-pyrazol-4-yl)-1H-indazole-3-carboxamide FC=1C=CC=C2C(=NNC12)C(=O)NC=1C=NNC1